C1(CCC1)[C@H](C1=NC=C(C=C1)F)C1N(C(C2=CC=C(C=C12)C(=O)N)=O)C1C(NC(CC1)=O)=O ((S)-cyclobutyl(5-fluoropyridin-2-yl)methyl)-2-(2,6-dioxopiperidin-3-yl)-1-oxoisoindoline-5-carboxamide